COC=1C=C(C=CC1)C(C#N)C 3-methoxyphenyl-propionitrile